CN(CCOC=1C=C2CCN(CC2=C(C1)N[C@@H]1COCC1)C(=O)[O-])C (S)-6-(2-(dimethylamino)ethoxy)-8-((tetrahydrofuran-3-yl)amino)-3,4-dihydroisoquinoline-2(1H)-carboxylate